C1C=CC2[C@H]1C(=O)C2 Bicyclohepten